4-triazole-carboxamidine N1N=NC(=C1)C(=N)N